C1(CCC1)N1C(=CC2=CC=C(C=C12)C1=CN=NN1)C1=CC=C(C=C1)NC(OC(C)(C)C)=O tert-Butyl (4-(1-cyclobutyl-6-(1H-1,2,3-triazol-5-yl)-1H-indol-2-yl)phenyl)carbamate